OC1=CC=C(C=C1)/C=C/C(=O)NCCCCN(CCCNC(\C=C\C1=CC=C(C=C1)O)=O)C(\C=C\C1=CC=C(C=C1)O)=O (E)-3-(4-hydroxyphenyl)-N-[4-[[(E)-3-(4-hydroxyphenyl)prop-2-enoyl]-[3-[[(E)-3-(4-hydroxyphenyl)prop-2-enoyl]amino]propyl]amino]butyl]prop-2-enamide